N=1N(N=CC1)CC(=O)C=1C=CC(=C(C1)N1C(=NC2=C(C1=O)C=CC=N2)CN2CC(N(CC2)C(COC2=CC=C(C=C2)Cl)=O)(C)C)OCC(F)(F)F 3-(5-(2-(2H-1,2,3-triazol-2-yl)acetyl)-2-(2,2,2-trifluoroethoxy)phenyl)-2-((4-(2-(4-chlorophenoxy)acetyl)-3,3-dimethylpiperazin-1-yl)methyl)pyrido[2,3-d]pyrimidin-4(3H)-one